2-(5-bromothien-3-yl)propan-2-amine BrC1=CC(=CS1)C(C)(C)N